BrC1=C2C(=C3C(NC(=NC3=C1)N1CC(C1)N(C)C)=O)OCCC2 5-bromo-8-(3-(dimethylamino)azetidin-1-yl)-2,3,4,9-tetrahydro-10H-pyrano[2,3-f]quinazolin-10-one